(2s,3s)-2-phenylpyrrolidine-3-carbonitrile C1(=CC=CC=C1)[C@H]1NCC[C@@H]1C#N